N-(3-(dimethylamino)propyl)ethanesulfonamide ethyl-2-(2-cyclopropyl-7-oxo-spiro[5H-thieno[2,3-c]pyridine-4,1'-cyclopropane]-6-yl)acetate C(C)OC(CN1C(C2=C(C=C(S2)C2CC2)C2(CC2)C1)=O)=O.CN(CCCNS(=O)(=O)CC)C